5,10,15,20-tetra(4-carboxyphenyl)porphyrin platinum [Pt].C(=O)(O)C1=CC=C(C=C1)C=1C2=CC=C(N2)C(=C2C=CC(C(=C3C=CC(=C(C=4C=CC1N4)C4=CC=C(C=C4)C(=O)O)N3)C3=CC=C(C=C3)C(=O)O)=N2)C2=CC=C(C=C2)C(=O)O